C1=CC=C(C=C1)C1=CC=CC=C1 4,1'-biphenyl